C(CCC)OC1=CC=C(C=C1)C1=NOC(=N1)CC(C#N)=C 2-((3-(4-butoxyphenyl)-1,2,4-oxadiazol-5-yl)methyl)acrylonitrile